C(=C)S(=O)(=O)OCCS(=O)(=O)C 2-(methanesulfonyl)ethyl vinylsulfonate